4-(8-Cyano-quinoxalin-5-yl)-piperazine-1-carboxylic acid (2-diethylaminoethyl)-amide C(C)N(CCNC(=O)N1CCN(CC1)C1=C2N=CC=NC2=C(C=C1)C#N)CC